6-((5-((3S,4S)-4-amino-3-methyl-2-oxa-8-azaspiro[4.5]decan-8-yl)pyrazin-2-yl)thio)-5-chloro-3-(2-fluoro-4-methylbenzyl)quinazolin-4(3H)-one N[C@@H]1[C@@H](OCC12CCN(CC2)C=2N=CC(=NC2)SC=2C(=C1C(N(C=NC1=CC2)CC2=C(C=C(C=C2)C)F)=O)Cl)C